(E)-4-bromo-1-(piperidin-1-yl)but-2-en-1-one BrC/C=C/C(=O)N1CCCCC1